FC(C1=C2C=CN=CC2=CC=C1)F 5-(difluoromethyl)isoquinolin